FC1=C(C(=CC2=C1C=C(S2)C(CCC(=O)OCC)=O)OC)OCOCC[Si](C)(C)C ethyl 4-[4-fluoro-6-methoxy-5-(2-trimethylsilylethoxymethoxy) benzothiophen-2-yl]-4-oxo-butanoate